[(1R,3S-4S)-2-azabicyclo[2.2.1]heptan-3-yl]{6-[5-(difluoromethyl)-2-(2,2,2-trifluoroethyl)thieno[2,3-b]pyridin-4-yl]-2,6-diazaspiro[3.3]heptan-2-yl}methanone [C@@H]12N[C@@H]([C@@H](CC1)C2)C(=O)N2CC1(C2)CN(C1)C1=C2C(=NC=C1C(F)F)SC(=C2)CC(F)(F)F